2-Cyclohexyl-N-methyl-7-(1-methyl-1H-imidazol-4-yl)-1H-benzo[d]imidazole-5-sulfonamide C1(CCCCC1)C1=NC2=C(N1)C(=CC(=C2)S(=O)(=O)NC)C=2N=CN(C2)C